cysteinate HCl Cl.N[C@@H](CS)C(=O)O